C(C)(=O)NC1=CC=C(C=N1)CN1N=C(C=C1)C1=C(C=NC(=C1)C1=CC=C(C=C1)F)CNC(C=C)=O N-((4-(1-((6-acetamidopyridin-3-yl)methyl)-1H-pyrazol-3-yl)-6-(4-fluorophenyl)pyridin-3-yl)methyl)acrylamide